1-(4-fluoro-3-methoxyphenyl)benzene-1,2-diamine FC1=C(C=C(C=C1)C1(C(C=CC=C1)N)N)OC